ClC1=C(C(=CC=C1Cl)O)C1CC(NCC1)CC(=O)N 2-[4-(2,3-dichloro-6-hydroxyphenyl)piperidin-2-yl]acetamide